2-hydroxy-4-butyl-2-phenylpropionate OC(C(=O)[O-])(C)C1=CC=C(C=C1)CCCC